1,3-bis{[2-(1,1-dimethylethoxy)cyclohexane-1-yl]methyl}imidazolium CC(C)(OC1C(CCCC1)CN1C=[N+](C=C1)CC1C(CCCC1)OC(C)(C)C)C